C(C)(=O)SCC(=O)NC1CCN(CC1)C(=O)OC(C)(C)C tert-butyl 4-(2-(acetylthio)acetamido)piperidine-1-carboxylate